O=C1C2=C(N=CN1C(C(=O)O)C)C(=NC(=C2)C2=CC=C(C=C2)C(F)(F)F)C=2C=NC=CC2 (4-oxo-8-(pyridin-3-yl)-6-(4-(trifluoromethyl)phenyl)pyrido[3,4-d]pyrimidin-3(4H)-yl)propanoic acid